(E,Z)-ethyl 2-azido-3-(3-chloro-4-methoxyphenyl)acrylate N(=[N+]=[N-])\C(\C(=O)OCC)=C\C1=CC(=C(C=C1)OC)Cl